14H-spiro[dibenzo[c,H]acridine-7,9'-fluorene] C1=CC=CC=2C3=CC=CC=C3C3(C12)C=1C=CC2=C(C1NC=1C4=C(C=CC13)C=CC=C4)C=CC=C2